5-iodo-1,3-phenylenediamine IC=1C=C(C=C(C1)N)N